4-(2,3-dihydrobenzofuran-5-yl)benzaldehyde O1CCC2=C1C=CC(=C2)C2=CC=C(C=O)C=C2